FC1=C(C=CC=C1)C=CP(OCC)=O ethyl (2-fluorophenyl)vinylphosphinate